methyl 3-fluoro-4-methyl-5-(4,4,5,5-tetramethyl-1,3,2-dioxaborolan-2-yl)benzoate FC=1C=C(C(=O)OC)C=C(C1C)B1OC(C(O1)(C)C)(C)C